(7-(difluoromethoxy)-1-propyl-1H-indazol-3-yl)-4-fluorobenzamide FC(OC=1C=CC=C2C(=NN(C12)CCC)C1=C(C(=O)N)C=CC(=C1)F)F